4-[(1S,4S,5R)-5-[[5-cyclopropyl-3-(2,6-dichlorophenyl)-1,2-oxazol-4-yl]methoxy]-2-azabicyclo[2.2.1]heptan-2-yl]-2,6-difluorobenzonitrile C1(CC1)C1=C(C(=NO1)C1=C(C=CC=C1Cl)Cl)CO[C@H]1[C@@H]2CN([C@H](C1)C2)C2=CC(=C(C#N)C(=C2)F)F